3-(trimethylsilyl)propionic acid-d4-sodium salt [Na+].C[Si](C(C(C(=O)[O-])([2H])[2H])([2H])[2H])(C)C